ClC1=CC=C(C=C1)C1=CC2=C(N=CN(C2=O)[C@H](C)C(C)(C)O)C(=N1)C1=CC(=CC=C1)F (R)-6-(4-chlorophenyl)-8-(3-fluorophenyl)-3-(3-hydroxy-3-methylbutan-2-yl)pyrido[3,4-d]pyrimidin-4(3H)-one